(1,1-dioxidotetrahydro-thiophen-3-yl)(7-(4-(trifluoromethyl)phenoxy)-3,4-dihydroisoquinolin-2(1H)-yl)methanone O=S1(CC(CC1)C(=O)N1CC2=CC(=CC=C2CC1)OC1=CC=C(C=C1)C(F)(F)F)=O